4-[[(2S,3R,4R,5R)-3-[2-(cyclobutoxy)-3,4-difluoro-phenyl]-4,5-dimethyl-5-(trifluoromethyl)tetrahydrofuran-2-carbonyl]amino]pyridine-2-carboxamide C1(CCC1)OC1=C(C=CC(=C1F)F)[C@@H]1[C@H](O[C@]([C@@H]1C)(C(F)(F)F)C)C(=O)NC1=CC(=NC=C1)C(=O)N